ClC1=CC=C(C=C1)N1N=C2C(=N1)C=CC(=C2)NC 2-(4-chlorophenyl)-N-methyl-benzotriazol-5-amine